C(C)C1=NN(C2=C1C(NCC1(CCOCC1)C2)=O)C[C@H](COC(C2=C(C=C(C=C2)Cl)OC)=O)C 4-Chloro-2-methoxy-benzoic acid [(2R)-3-(3-ethyl-4-oxo-spiro[6,8-dihydro-5H-pyrazolo[4,3-c]azepin-7,4'-tetrahydropyran]-1-yl)-2-methyl-propyl] ester